1,4-bis(4,7,10-trimethyl-2,5,8,11-tetraoxatetradec-12-en-13-yl)benzene CC(COC)OCC(OCC(OC=C(C)C1=CC=C(C=C1)C(=COC(COC(COC(COC)C)C)C)C)C)C